pyrazinediamine N1=C(C(=NC=C1)N)N